N-[[6-[2-(4-cyanophenyl)acetyl]-6-azaspiro[2.5]octan-2-yl]methyl]-1,3-dihydropyrrolo[3,4-c]pyridine-2-carboxamide C(#N)C1=CC=C(C=C1)CC(=O)N1CCC2(C(C2)CNC(=O)N2CC=3C=NC=CC3C2)CC1